2-(2-azaspiro[3.3]heptan-7-yl)-8-fluoro-3,4-dihydro-1H-isoquinoline-6-carbohydroxamic acid C1NCC12CCC2N2CC1=C(C=C(C=C1CC2)C(=O)NO)F